O=C([C@H](CCC)NC(OC(C)(C)C)=O)NCC1=CC=C(C=C1)C1=CC=C(C=C1)OC(F)(F)F (S)-tert-butyl (1-oxo-1-(((4'-(trifluoromethoxy)-[1,1-biphenyl]-4-yl)methyl)amino)pentan-2-yl)carbamate